4-methoxy-crotonate COC/C=C/C(=O)[O-]